N1C=C(C2=CC=CC=C12)C1=CC=2C=CC=3CCN(CC3C2O1)C(=O)N (1H-indol-3-yl)-6,9-dihydrofuro[3,2-H]isoquinoline-8(7H)-carboxamide